C1(=CC=CC=C1)C1(C(C(=CC=C1)C)C)CC 1-Phenylxylylethane